CC1=NC(=CC=C1C=O)C1COC1 2-methyl-6-(oxetan-3-yl)pyridine-3-carbaldehyde